N1(CCOCC1)C(=O)N1[C@H](COC2=C(C1)C=CC(=C2)C(=O)OC)C=2C=NC=CC2 Methyl (S)-4-(morpholine-4-carbonyl)-3-(pyridin-3-yl)-2,3,4,5-tetrahydrobenzo[f][1,4]oxazepine-8-carboxylate